COC=1C=C(C=CC1OCC1=CC=C(C=C1)C(F)(F)F)C(C)N1C(=NC=2C1=NC=C(C2)C=2C=NN(C2)C)N 3-(1-(3-methoxy-4-((4-(trifluoromethyl)benzyl)oxy)phenyl)ethyl)-6-(1-methyl-1H-pyrazol-4-yl)-3H-imidazo[4,5-b]pyridin-2-amine